ethyl 2-({6-[(1,3-benzothiazol-2-yl)amino]-5-methylpyridazin-3-yl}(methyl)amino)-5-(1-methanesulfonylazetidin-3-yl)-1,3-thiazole-4-carboxylate S1C(=NC2=C1C=CC=C2)NC2=C(C=C(N=N2)N(C=2SC(=C(N2)C(=O)OCC)C2CN(C2)S(=O)(=O)C)C)C